OCCSCCO di(2-hydroxyethyl) thioether